CC1CNC(C1)=O 3-methyl-5-oxopyrrolidin